[Cu].[Ti].[Ni] Nickel-Titanium-Copper